N-[6-(difluoromethyl)-2-pyridyl]-2-[1-[2-[1-[4-[(2,6-dioxo-3-piperidyl)amino]phenyl]-4-hydroxy-4-piperidyl]acetyl]-4-piperidyl]-7-isopropoxy-imidazo[1,2-a]pyridine-6-carboxamide FC(C1=CC=CC(=N1)NC(=O)C=1C(=CC=2N(C1)C=C(N2)C2CCN(CC2)C(CC2(CCN(CC2)C2=CC=C(C=C2)NC2C(NC(CC2)=O)=O)O)=O)OC(C)C)F